(S,E)-2-(1-Acetylpyrrolidin-2-yl)-N-((2,6-diisopropylphenyl)carbamoyl)ethensulfonamid C(C)(=O)N1[C@@H](CCC1)/C=C/S(=O)(=O)NC(NC1=C(C=CC=C1C(C)C)C(C)C)=O